ClC1=C(C(=O)N2COC3=C(C2)C=CC=C3C3=CC(=C(C(=O)O)C=C3F)N3C2COCC3CC2)C(=CC(=C1)N1C[C@H](N(CC1)C)C)Cl 4-[3-[2,6-Dichloro-4-[(3R)-3,4-dimethylpiperazin-1-yl]benzoyl]-2,4-dihydro-1,3-benzoxazin-8-yl]-5-fluoro-2-(3-oxa-8-azabicyclo[3.2.1]oct-8-yl)benzoic acid